C(=C)CCCCOO hydroxy vinyl-butyl ether